2-cyclopropoxyethan-1-amine hydrochloride Cl.C1(CC1)OCCN